C(=O)O.ClC=1C=C(C=CC1C(=O)N1CCN(CC1)C(=O)C1CCNCC1)NC(=O)C=1N(C(=CN1)C1=C(C(=C(C(=C1)F)OC)F)F)C N-[3-chloro-4-[4-(piperidine-4-carbonyl)piperazine-1-carbonyl]phenyl]-1-methyl-5-(2,3,5-trifluoro-4-methoxy-phenyl)imidazole-2-carboxamide formate